CSC(=C(C(=O)[O-])C(=O)[O-])SC 2-(Bis(methylthio)methylene)malonate